tert-butyl 6-(2-Fluorophenyl)-3-methyl-3,4-dihydro-2H-pyridine-1-carboxylate FC1=C(C=CC=C1)C1=CCC(CN1C(=O)OC(C)(C)C)C